CC(C#CC1=NC=CC(=N1)N)(C)OC1OCCCC1 2-(3-methyl-3-((tetrahydro-2H-pyran-2-yl)oxy)but-1-yn-1-yl)pyrimidin-4-amine